FC1=C(C=C(C(=C1)NC1=NNC(=C1)C1=CC=C(C=C1)O)C)O 2-fluoro-4-((5-(4-hydroxyphenyl)-1H-pyrazol-3-yl)amino)-5-methylphenol